1-(6-bromo-1H-pyrazolo[4,3-b]pyridin-1-yl)propan-2-one BrC=1C=C2C(=NC1)C=NN2CC(C)=O